2-(6-(((1r,2r,3s,5s)-2-fluoro-9-azabicyclo[3.3.1]non-3-yl)oxy)pyridazin-3-yl)-5-(imidazo[1,2-a]pyridin-6-yl)phenol F[C@@H]1[C@H]2CCC[C@@H](C[C@@H]1OC1=CC=C(N=N1)C1=C(C=C(C=C1)C=1C=CC=3N(C1)C=CN3)O)N2